C(C)(C)(C)C1=C(C=C2CC(C(C2=C1)=O)C(C)C)OC 6-tert-butyl-5-methoxy-2-isopropylindan-1-one